(6S,7aR)-7a-(((tert-Butyldiphenylsilyl)oxy)methyl)-6-fluorohexahydro-3H-pyrrolizin-3-one-6-d [Si](C1=CC=CC=C1)(C1=CC=CC=C1)(C(C)(C)C)OC[C@]12C[C@](CN2C(CC1)=O)([2H])F